Methyl (Z)-1-(4-amino-2-fluorobut-2-en-1-yl)-4-(2-methoxy-5-(N-methylsulfamoyl)phenyl)-1H-benzo[d]imidazole-6-carboxylate hydrochloride Cl.NC\C=C(\CN1C=NC2=C1C=C(C=C2C2=C(C=CC(=C2)S(NC)(=O)=O)OC)C(=O)OC)/F